1-(4-hydroxyphenyl)urea OC1=CC=C(C=C1)NC(=O)N